5-t-amyl-2,4-toluenediamine C(C)(C)(CC)C1=C(C=C(C(C)=C1)N)N